OCCCC1=CC=C(C=C1)NC(OC(C)(C)C)=O tert-butyl N-[4-(3-hydroxypropyl)phenyl]carbamate